ClC1=NN=C(C2=CC=CC=C12)N[C@H]1COCCC1 (R)-4-chloro-N-(tetrahydro-2H-pyran-3-yl)phthalazin-1-amine